5-cyclohexyl-N-(3,6-dimethyl-9H-xanthen-9-yl)-2-oxo-6-(trifluoromethyl)-1,2-dihydropyridine-3-carboxamide C1(CCCCC1)C=1C=C(C(NC1C(F)(F)F)=O)C(=O)NC1C2=CC=C(C=C2OC=2C=C(C=CC12)C)C